tert-butyl ((1s,3s)-3-(4-(2-(4-((4-(2-oxa-6-azaspiro[3.3]heptane-6-yl) pyrimidin-2-yl)oxy)phenyl)propan-2-yl)phenoxy)cyclobutyl)carbamate C1OCC12CN(C2)C2=NC(=NC=C2)OC2=CC=C(C=C2)C(C)(C)C2=CC=C(OC1CC(C1)NC(OC(C)(C)C)=O)C=C2